(methylthio)-1,3,4-thiadiazol CSC=1SC=NN1